ClCCN1C(=CC2=CC(=CC=C12)CNC1CCN(CC1)C)C#CCNC1=CC=C(C=C1)Cl N-{[1-(2-chloroethyl)-2-{3-[(4-chlorophenyl)amino]prop-1-yn-1-yl}-1H-indol-5-yl]methyl}-1-methylpiperidin-4-amine